((2S,4S)-1-acryloyl-4-(4-(3-(dimethylamino)-3-methylazetidin-1-yl)-6-fluoro-8-methyl-7-(5-methyl-1H-indazol-4-yl)-1H-[1,2,3]triazolo[4,5-c]quinolin-1-yl)piperidin-2-yl)acetonitrile C(C=C)(=O)N1[C@@H](C[C@H](CC1)N1N=NC=2C(=NC=3C(=C(C(=CC3C21)C)C2=C1C=NNC1=CC=C2C)F)N2CC(C2)(C)N(C)C)CC#N